((2R,3S,4R,5R)-5-cyano-3,4-dihydroxy-5-(4-pentanamidopyrrolo[2,1-f][1,2,4]triazin-7-yl)tetrahydrofuran-2-yl)methyl 2-cyclohexylacetate C1(CCCCC1)CC(=O)OC[C@H]1O[C@]([C@@H]([C@@H]1O)O)(C1=CC=C2C(=NC=NN21)NC(CCCC)=O)C#N